4-chloro-3-(1,1-difluoro-2-((1R,3s,5S)-3-hydroxy-8-azabicyclo[3.2.1]octan-8-yl)-2-oxoethyl)-N-(3,4,5-trifluorophenyl)benzamide ClC1=C(C=C(C(=O)NC2=CC(=C(C(=C2)F)F)F)C=C1)C(C(=O)N1[C@H]2CC(C[C@@H]1CC2)O)(F)F